FC(C=1C=C(\C=C/[C@@H]2CN(CC2)CC=C)C=CC1)(F)F |o1:7| (R*,Z)-1-(3-(3-(trifluoromethyl)styryl)pyrrolidin-1-yl)prop-2-en